NC1=CC=C(C=C1)N1N=C(C(=C1C1=CC=C(C=C1)OC)C#N)C(F)(F)F 1-(4-aminophenyl)-5-(p-methoxyphenyl)-3-(trifluoromethyl)-1H-pyrazole-4-carbonitrile